tert-butyl (S)-4-(6-((7-((1-hydroxyhex-3-yl) amino)-5-((methoxycarbonyl) amino)-1H-pyrazolo[4,3-d]pyrimidin-1-yl) methyl)-5-methoxypyridin-3-yl)-[1,4'-bipiperidine]-1'-carboxylate OCC[C@H](CCC)NC=1C2=C(N=C(N1)NC(=O)OC)C=NN2CC2=C(C=C(C=N2)C2CCN(CC2)C2CCN(CC2)C(=O)OC(C)(C)C)OC